(R)-6-((1-((4-Amino-3-hydroxy-2-methylbutan-2-yl)sulfonyl)cyclopropyl)methyl)-N-(4-chlorobenzyl)-1-methyl-7-oxo-4,5,6,7-tetrahydro-1H-pyrazolo[3,4-c]pyridine-3-carboxamide NC[C@H](C(C)(C)S(=O)(=O)C1(CC1)CN1C(C2=C(CC1)C(=NN2C)C(=O)NCC2=CC=C(C=C2)Cl)=O)O